(2S,3S)-3-amino-1-(4-(benzylsulfanyl)phenylamino)-4-phenylbutan-2-ol N[C@H]([C@H](CNC1=CC=C(C=C1)SCC1=CC=CC=C1)O)CC1=CC=CC=C1